TRICALCIUM PHOSPHAT P(=O)([O-])([O-])[O-].[Ca+2].[Ca+2].[Ca+2].P(=O)([O-])([O-])[O-]